heptyl-glutarimide 2-phenyl-acrylate C1(=CC=CC=C1)C(C(=O)O)=C.C(CCCCCC)C1C(=O)NC(CC1)=O